4-(7-amino-9H-fluoren-2-yl)-1H-1,2,3-triazole-5-carboxylic acid NC1=CC=C2C=3C=CC(=CC3CC2=C1)C=1N=NNC1C(=O)O